ClNC1=CC=CC=C1 o-chloroaminobenzene